FC1=C2C(=NC(NC2=CC=C1)=O)N1CCCC2=C(N=CC=C12)C#CC(C(F)(F)F)(C)C 5-fluoro-4-[5-(4,4,4-trifluoro-3,3-dimethyl-but-1-ynyl)-3,4-dihydro-2H-1,6-naphthyridin-1-yl]-1H-quinazolin-2-one